CN1CCC(CC1)C1=NC=C(C=C1)B1OC(C(O1)(C)C)(C)C 2-(1-Methylpiperidin-4-yl)-5-(4,4,5,5-tetramethyl-1,3,2-dioxaborolan-2-yl)pyridine